3'''',5''''-di-tert-butyl-6'''-fluoro-[1,1':2',1'':2'',1''':3''',1''''-quinquephenyl]-2-amine C(C)(C)(C)C=1C=C(C=C(C1)C(C)(C)C)C=1C=C(C(=CC1)F)C=1C(=CC=CC1)C=1C(=CC=CC1)C=1C(=CC=CC1)N